5-(cyclopropylmethyl)-4-(6-cyclopropylpyridin-3-yl)-7-ethynyl-2-(2-methyl-2H-indazol-5-yl)-2,5-dihydro-3H-pyrrolo[3,2-c]pyridazin-3-one C1(CC1)CN1C=C(C2=NN(C(C(=C21)C=2C=NC(=CC2)C2CC2)=O)C2=CC1=CN(N=C1C=C2)C)C#C